4-{2-ethyl-2,7-diazaspiro[3.5]non-6-yl}benzoic acid methyl ester COC(C1=CC=C(C=C1)C1CC2(CN(C2)CC)CCN1)=O